Cis-2-(5-(5-chloro-2-((1-methyl-1H-pyrazol-4-yl)amino)pyrimidin-4-yl)-3a,6a-dimethyl-1-oxohexahydropyrrolo[3,4-c]pyrrol-2(1H)-yl)acetamide ClC=1C(=NC(=NC1)NC=1C=NN(C1)C)N1C[C@@]2([C@](C1)(CN(C2=O)CC(=O)N)C)C